ClC=1C(=CC(=NC1)NC(=O)C1CC2CC(CC2C1)C#N)C=1C=C(N2CC(CC12)(C)C)C#N N-(5-chloro-4-(5-cyano-2,2-dimethyl-2,3-dihydro-1H-pyrrolizin-7-yl)pyridin-2-yl)-5-cyanooctahydropentalene-2-carboxamide